C(CCCCC#CC#CCCCCCCCCCCCCCC)(=O)O 6,8-tricosadiynoic acid